isobutyl 3-ethoxy-α-cyanocinnamate C(C)OC=1C=C(C=C(C(=O)OCC(C)C)C#N)C=CC1